tert-butyl 4-[[[4-(trifluoromethoxy)phenyl]sulfonylamino]methyl]piperidine-1-carboxylate FC(OC1=CC=C(C=C1)S(=O)(=O)NCC1CCN(CC1)C(=O)OC(C)(C)C)(F)F